CC1=CC(C(=NN1C1=CC=CC=C1)C(=O)NC1=NC=CC(=C1)C)=O 6-methyl-N-(4-methylpyridin-2-yl)-4-oxo-1-phenyl-1,4-dihydropyridazine-3-carboxamide